N-((4-(2-Chlorodibenzo[b,f][1,4]oxazepin-11-yl)piperazin-1-yl)(4-fluorophenyl)((2,4,4-trimethylpentan-2-yl)imino)-λ6-sulfaneylidene)-4-nitrobenzenesulfonamide ClC=1C=CC2=C(C(=NC3=C(O2)C=CC=C3)N3CCN(CC3)S(=NS(=O)(=O)C3=CC=C(C=C3)[N+](=O)[O-])(=NC(C)(CC(C)(C)C)C)C3=CC=C(C=C3)F)C1